FC1(CCC(CC1)CCN1[C@@H]([C@H]([C@@H]([C@H](C1)O)O)O)CO)F (2R,3R,4R,5S)-1-(2-(4,4-difluorocyclohexyl)ethyl)-2-(hydroxymethyl)piperidine-3,4,5-triol